2-[rac-2-amino-3-(2,4-dichlorophenyl)propoxy]isoindoline-1,3-dione N[C@@H](CON1C(C2=CC=CC=C2C1=O)=O)CC1=C(C=C(C=C1)Cl)Cl |r|